CC(C#N)(C)C1=CC=C(C=C1)NC 2-methyl-2-(4-(methylamino)phenyl)propionitrile